(S)-4-((4-(1,5-dimethyl-1H-pyrazol-4-yl)-2-(4-(methoxycarbonyl)phenyl)piperidine-1-yl)methyl)-5-methoxy-7-methyl-1H-indole-1-carboxylic acid tert-butyl ester C(C)(C)(C)OC(=O)N1C=CC2=C(C(=CC(=C12)C)OC)CN1[C@@H](CC(CC1)C=1C=NN(C1C)C)C1=CC=C(C=C1)C(=O)OC